C(CCCCCCCCCC)(=O)N undecanamide